(S)-tert-Butyl 2-(4-nitrophenyl)-1,4-oxazepane-4-carboxylate [N+](=O)([O-])C1=CC=C(C=C1)[C@@H]1OCCCN(C1)C(=O)OC(C)(C)C